[B].[B].NN hydrazine diboron